(R)-6-bromo-3-(2-((tert-butoxycarbonyl)amino)-3-phenylpropoxy)picolinic acid methyl ester COC(C1=NC(=CC=C1OC[C@@H](CC1=CC=CC=C1)NC(=O)OC(C)(C)C)Br)=O